tartrate (disinapoyl tartrate) C(\C=C\C1=CC(OC)=C(O)C(OC)=C1)(=O)C(C(C(=O)O)(O)C(\C=C\C1=CC(OC)=C(O)C(OC)=C1)=O)(O)C(=O)O.C(=O)(O)C(O)C(O)C(=O)O